1-(1-carbonyl-1,2-dihydroisoquinolin-5-yl)-N-(2-(trifluoromethoxy)pyridin-4-yl)-5-(trifluoromethyl)-1H-pyrazole-4-carboxamide C(=O)=C1NC=CC2=C(C=CC=C12)N1N=CC(=C1C(F)(F)F)C(=O)NC1=CC(=NC=C1)OC(F)(F)F